3-((2-hydroxy-5-bromophenyl)imino)coumarin OC1=C(C=C(C=C1)Br)N=C1C(OC2=CC=CC=C2C1)=O